4-(1-(cis-3-ethoxycyclobutyl)-1H-pyrazol-4-yl)-7-isopropoxy-1-(((S)-5-oxopyrrolidin-2-yl)methoxy)isoquinoline-6-carboxamide C(C)O[C@H]1C[C@H](C1)N1N=CC(=C1)C1=CN=C(C2=CC(=C(C=C12)C(=O)N)OC(C)C)OC[C@H]1NC(CC1)=O